(P)-3-bromo-4-((5-fluoropyridin-2-yl)methoxy)-6''-(2-hydroxypropan-2-yl)-3'',5',6-trimethyl-2H-[1,4':2',2''-terpyridin]-2-one BrC=1C(N(C(=CC1OCC1=NC=C(C=C1)F)C)C1=CC(=NC=C1C)C1=NC(=CC=C1C)C(C)(C)O)=O